5-((R)-5-methyl-7-oxo-5,6,7,8-tetrahydropyrido[2,3-d]pyrimidin-4-yl)-2,5-diazabicyclo[4.1.0]heptane-2-carboxylic acid tert-butyl ester C(C)(C)(C)OC(=O)N1C2CC2N(CC1)C=1C2=C(N=CN1)NC(C[C@H]2C)=O